(19S)-19-Ethyl-19-hydroxy-10-(hydroxymethyl)-7-methoxy-17-oxa-3,13-diazapentacyclo[11.8.0.02,11.04,9.015,20]henicosa-1(21),2,4,6,8,10,15(20)-heptaene-14,18-dione C(C)[C@]1(C(OCC=2C(N3CC4=C(C5=CC(=CC=C5N=C4C3=CC12)OC)CO)=O)=O)O